1-acetyl-1H-indole-3-carboxamide C(C)(=O)N1C=C(C2=CC=CC=C12)C(=O)N